ammonium 5-[5-({cis-3-[3-fluoro-5-(trifluoromethoxy)-phenyl]cyclobutyl}oxy)pyrazin-2-yl]isoxazol-3-olate FC=1C=C(C=C(C1)OC(F)(F)F)[C@H]1C[C@H](C1)OC=1N=CC(=NC1)C1=CC(=NO1)[O-].[NH4+]